(2S)-1-(2-(4-(isoquinolin-6-yl(methyl)amino)piperidin-1-yl)acetyl)pyrrolidine-2-carbonitrile C1=NC=CC2=CC(=CC=C12)N(C1CCN(CC1)CC(=O)N1[C@@H](CCC1)C#N)C